BrCCN=C1N(C=C[NH+]1C)C N-(2-bromoethyl)-1,3-dimethylimidazolium-2-imine